FC(C(C(F)(F)F)(C1=CC=C(C=C1)OC1=C(C(=CC=C1)C(=O)O)C(=O)O)C1=CC=C(C=C1)OC1=C(C(=CC=C1)C(=O)O)C(=O)O)(F)F 1,1,1,3,3,3-hexafluoro-2,2-bis{4'-(2,3-dicarboxyphenoxy)phenyl}propane